C1(CCCCCC1)C(C(C(C(=O)[O-])(C1CCCCCC1)C1CCCCCC1)(O)C(=O)[O-])C(=O)[O-] Tricycloheptylcitrat